1,4-dihydropyridine-3,5-dicarbonitrile N1C=C(CC(=C1)C#N)C#N